C1(CCC(N1C(C(=O)O)C)=O)=O.C(CC)(=O)ON1C(CCC1=O)=O succinimidyl propionate (succinimidyl propionate)